praseodymium-neodymium salt [Nd].[Pr]